C(C)(C)(C)OC(=O)N1C(C(C(CC1)C1=CC(=CC=C1)OCCOC)COC=1C=C2C(NCC2=CC1)=O)C.NCCC[Si](OCC)(OCC)C 3-aminopropylmethyldiethoxysilane (-)-tert-butyl-(trans,trans)-4-[3-(2-methoxyethoxy)phenyl]-2-methyl-3-{[(3-oxo-2,3-dihydro-1H-isoindol-5-yl)oxy]methyl}piperidine-1-carboxylate